N-(1-chloro-2-oxo-2-(4-(trifluoromethyl)phenyl)ethyl)formamide ClC(C(C1=CC=C(C=C1)C(F)(F)F)=O)NC=O